O=C1NC2(C[C@@]13C[C@H](N(C3)C(=O)OC(C)(C)C)C(=O)OCC)CCCC2 2-(t-butyl) 3-ethyl (3S,5R)-13-oxo-2,12-diazadispiro[4.1.47.25]tridecane-2,3-dicarboxylate